OC[C@H](CN1C2=NC=NC(=C2N=C1)N)OC#P=O (S)-9-(3-hydroxy-2-phosphorylmethoxypropyl)adenine